FC1=C(C(=C(C(=C1F)F)F)F)[B-](C1=C(C(=C(C(=C1F)F)F)F)F)(C1=C(C(=C(C(=C1F)F)F)F)F)C1=C(C(=C(C(=C1F)F)F)F)F.C1(=CC=CC=C1)[C+](C1=CC=CC=C1)C1=CC=CC=C1 triphenylcarbenium tetra(perfluorophenyl)borate